1-[(1R,2S)-2,6,6-trimethylcyclohex-3-en-1-yl]ethanone C[C@@H]1[C@H](C(CC=C1)(C)C)C(C)=O